(2S)-3-methoxy-2-[(5-methyl-2-oxo-1H-pyrimidin-4-yl)sulfanyl]-N-[(1S)-1-(2-oxoindolin-5-yl)ethyl]propanamide COC[C@@H](C(=O)N[C@@H](C)C=1C=C2CC(NC2=CC1)=O)SC1=NC(NC=C1C)=O